ClC1=CC=C2C(=N1)N(N=C2C2=C(C=CC=C2F)OCC)COCC[Si](C)(C)C 6-chloro-3-(2-ethoxy-6-fluorophenyl)-1-((2-(trimethylsilyl)ethoxy)methyl)-1H-pyrazolo[3,4-b]pyridine